BrC=1C(=NN(N1)C)NC1=CC=C(S1)C(=O)OC methyl 5-[(5-bromo-2-methyl-2H-1,2,3-triazol-4-yl)amino]thiophene-2-carboxylate